N1[C@@H]2[C@H](CCC1)CNC2 (4aR,7aR)-octahydro-1H-pyrrolo[3,4-b]pyridine